CN([C@H]1CNCC1)C (3R)-N,N-dimethyl-3-pyrrolidinamine